tert-butyl (1S*,2R*,3S*,5R*)-(±)-2-(benzyloxy)-3-hydroxy-8-azabicyclo[3.2.1]octane-8-carboxylate C(C1=CC=CC=C1)O[C@@H]1[C@@H]2CC[C@H](C[C@@H]1O)N2C(=O)OC(C)(C)C |r|